ClC1=C(CC(C=C1)(C)O)C.[Ca] calcium p-chloro-m-xylenol